5-fluoroisoindoline-1,3-dione FC=1C=C2C(NC(C2=CC1)=O)=O